tert-butyl (3S,4R)-3-(benzyloxycarbonylamino)-4-hydroxy-pyrrolidine-1-carboxylate C(C1=CC=CC=C1)OC(=O)N[C@H]1CN(C[C@H]1O)C(=O)OC(C)(C)C